ClC1=CC(=NN1CC(=O)NC=1C=NC(=C(C1)F)N1C=NC(=C1)[C@@]1(S(CCC1)(=O)=O)C)C(F)(F)F (R)-2-(5-chloro-3-(trifluoromethyl)-1H-pyrazol-1-yl)-N-(5-fluoro-6-(4-(2-methyl-1,1-dioxidotetrahydrothiophen-2-yl)-1H-imidazol-1-yl)pyridin-3-yl)acetamide